1-butyl-N'-(2,4-dichlorophenyl)-3-oxo-1,3-dihydroisobenzofuran-5-carboxylic acid hydrazide C(CCC)C1OC(C2=CC(=CC=C12)C(=O)NNC1=C(C=C(C=C1)Cl)Cl)=O